(R)-2-ethyl-1-(n-propyl)piperazine hydrochloride Cl.C(C)[C@H]1N(CCNC1)CCC